ClC1=C(C#N)C(=CC=N1)NC1=CC=2C3=C(C(N(C2C=C1)C)=O)OCC[C@H](N3)C3CC3 (S)-2-chloro-4-((2-cyclopropyl-7-methyl-6-oxo-1,2,3,4,6,7-hexahydro-[1,4]oxazepino[2,3-c]quinolin-10-yl)amino)nicotinonitrile